ON=C(N)C=1SC=CN1 N'-hydroxythiazole-2-carboxamidine